(((3R,5S)-3,5-dimethylpiperazin-1-yl)methyl)phenol C[C@@H]1CN(C[C@@H](N1)C)CC1=C(C=CC=C1)O